2,5-dichloro-4-iodophenol ClC1=C(C=C(C(=C1)I)Cl)O